trichloro(cyclopenta-2,4-dien-1-yl)titanium Cl[Ti](C1C=CC=C1)(Cl)Cl